C(C)N(CCCNC(=O)C1=CC2=C(N3C(S2)=NC(=C3)C=3C=C(C=CC3)C)C=C1)CC N-(3-(diethylamino)propyl)-2-(m-tolyl)benzo[d]imidazo[2,1-b]thiazole-7-carboxamide